[C@H]1(C[C@H](CC1)CO)CO ((1S,3S)-cyclopentane-1,3-diyl)dimethanol